3-(4-amino-3-fluorophenyl)-1-cyclopropyl-1H-pyrazolo[4,3-c]Pyridin-4-amine NC1=C(C=C(C=C1)C1=NN(C2=C1C(=NC=C2)N)C2CC2)F